2-chloro-N-(4-(4-(difluoromethyl)-1-methyl-1H-imidazol-2-yl)benzyl)-5-methoxypyrimidin-4-amine ClC1=NC=C(C(=N1)NCC1=CC=C(C=C1)C=1N(C=C(N1)C(F)F)C)OC